N1C(C(NC2C1=CC1=CCCNC1N2)=O)=O octahydropyrazinonaphthyridinedione